(R)-N,N-BIS(4-METHOXYBENZYL)HEPT-6-ENE-3-SULFONAMIDE COC1=CC=C(CN(S(=O)(=O)[C@H](CC)CCC=C)CC2=CC=C(C=C2)OC)C=C1